tert-Butyl (S)-4-(4-(4-chloro-2-fluorobenzyl) thiazole-2-carbonyl)-2-methylpiperazine-1-carboxylate ClC1=CC(=C(CC=2N=C(SC2)C(=O)N2C[C@@H](N(CC2)C(=O)OC(C)(C)C)C)C=C1)F